(3R,4S)-3-amino-4-(3-boronopropyl)-1-((S)-pyrrolidine-2-carbonyl)pyrrolidine-3-carboxylic acid N[C@]1(CN(C[C@@H]1CCCB(O)O)C(=O)[C@H]1NCCC1)C(=O)O